(S)-3-fluoropyrrolidin-2-one F[C@@H]1C(NCC1)=O